bis(2-methoxynaphthalen-1-yl)sulfane COC1=C(C2=CC=CC=C2C=C1)SC1=C(C=CC2=CC=CC=C12)OC